fluorenylzirconium C1(=CC=CC=2C3=CC=CC=C3CC12)[Zr]